4-(3-(2-aminoethoxy)phenoxy)butan-1-ol NCCOC=1C=C(OCCCCO)C=CC1